1-(4-chloro-2,6-diisopropyl-phenyl)-3-(5-fluoro-1H-indole-6-sulfonyl)-urea ClC1=CC(=C(C(=C1)C(C)C)NC(=O)NS(=O)(=O)C1=C(C=C2C=CNC2=C1)F)C(C)C